Iodomethyl 2-cyclohexylacetate C1(CCCCC1)CC(=O)OCI